ethyl (E)-3-(1H-indazol-5-yl)acrylate N1N=CC2=CC(=CC=C12)/C=C/C(=O)OCC